methyl 3-(benzyloxy)-5-formylbenzoate C(C1=CC=CC=C1)OC=1C=C(C(=O)OC)C=C(C1)C=O